N-((1r,4r)-4-hydroxycyclohexyl)-4-(isopropylamino)-6-(pyridin-3-yl)pyrrolo[1,2-b]pyridazine-3-carboxamide OC1CCC(CC1)NC(=O)C1=C(C=2N(N=C1)C=C(C2)C=2C=NC=CC2)NC(C)C